3-(hydroxymethyl)-1-methyl-1,2-dihydroquinolin-2-one OCC=1C(N(C2=CC=CC=C2C1)C)=O